C(CCCC[C@@H]1SC[C@@H]2NC(=O)N[C@H]12)(=O)NCCCCC(=O)NC=1C=C(C=C(C1)NC(CCCCNC(CCCC[C@@H]1SC[C@@H]2NC(=O)N[C@H]12)=O)=O)C(NCCOCCOCCOCCC(=O)OC(C)(C)C)=O tert-Butyl 1-(3,5-Bis(5-(biotinylamino)pentanamido)phenyl)-1-oxo-5,8,11-trioxa-2-azatetradecan-14-oate